4-[[3-(2,6-difluorophenyl)-8-oxo-7H-2,7-naphthyridin-1-yl]amino]-N-ethyl-benzamide FC1=C(C(=CC=C1)F)C=1N=C(C=2C(NC=CC2C1)=O)NC1=CC=C(C(=O)NCC)C=C1